FC=1C=CC2=C(NC(=NS2(=O)=O)NCC2=CC(=CC=C2)F)C1[C@@H](C)C1=CC=C(C=C1)C (S)-6-fluoro-3-((3-fluorobenzyl)amino)-5-(1-(p-tolyl)ethyl)-4H-benzo[e][1,2,4]thiadiazine 1,1-dioxide